tert-butyl 3-((1H-pyrrolo[2,3-b]pyridin-5-yl)oxy)-4'-(1-(2-bromophenyl)-5-oxopyrrolidin-2-yl)-[1,1'-biphenyl]-4-carboxylate N1C=CC=2C1=NC=C(C2)OC=2C=C(C=CC2C(=O)OC(C)(C)C)C2=CC=C(C=C2)C2N(C(CC2)=O)C2=C(C=CC=C2)Br